C(C)(C)N1N=C(C=C1[C@@H]1CC(CC1)=O)C=1C=NC(=CC1)C(F)(F)F (S)-3-(1-isopropyl-3-(6-(trifluoromethyl)pyridin-3-yl)-1H-pyrazol-5-yl)cyclopentanone